N-[(1R)-1-[3-amino-5-(trifluoromethyl)phenyl]ethyl]-2-chloro-6,7-dihydro-5H-pyrrolo[3,4-d]pyrimidin-4-amine HCl salt Cl.NC=1C=C(C=C(C1)C(F)(F)F)[C@@H](C)NC=1C2=C(N=C(N1)Cl)CNC2